OC(C)(C)C=1C=C(SC1)[S@@](=O)(N)=NC(NC1=C2C(=NC3=C1CCC3)[C@@H](CC2)C)=O (R,S) or (R,R)-4-(2-hydroxypropan-2-yl)-N'-(((R)-3-methyl-1,2,3,5,6,7-hexahydrodicyclopenta[b,e]pyridin-8-yl)carbamoyl)thiophene-2-sulfonimidamide